(Z)-1-(hex-3-en-1-yloxy)-3-methylbenzene C(C\C=C/CC)OC1=CC(=CC=C1)C